(S)-2-((((9H-fluoren-9-yl)methoxy)carbonyl)amino)-3-(2-((tert-butoxycarbonyl)amino)pyrimidin-5-yl)propanoic acid C1=CC=CC=2C3=CC=CC=C3C(C12)COC(=O)N[C@H](C(=O)O)CC=1C=NC(=NC1)NC(=O)OC(C)(C)C